nickel-boron-selenium [Se].[B].[Ni]